FC(C(=O)NC=1C=C(C=C(C1)C(F)(F)F)NC(=O)[N-]C1=C[N+](=NO1)C1CCC(CC1)CN(C)C)(CN1CCCC1)F ((3-(2,2-Difluoro-3-(pyrrolidin-1-yl)propanamido)-5-(trifluoromethyl)phenyl)-carbamoyl)(3-((1R,4R)-4-((dimethylamino)-methyl)cyclohexyl)-1,2,3-oxadiazol-3-ium-5-yl)amide